CC=1C(=NC=CC1)S(=O)(=O)NC=1C=CC=C2CCN(CC12)C 3-methyl-N-(2-methyl-3,4-dihydro-1H-isoquinolin-8-yl)pyridine-2-sulfonamide